2-(6-Chloro-4-ethyl-8-fluoro-cinnolin-3-yl)propan-2-ol tert-butyl-4-fluoro-2,3,7,10-tetrazatricyclo[7.4.0.02,6]trideca-1(9),3,5,7-tetraene-10-carboxylate C(C)(C)(C)C=1C(=NN2C=3CCCN(C3C=NC12)C(=O)OC(C)(C)C=1N=NC2=C(C=C(C=C2C1CC)Cl)F)F